tert-butyl (R)-3-(3-(3-(trifluoromethyl)-4-undecylphenyl)-1,2,4-oxadiazol-5-yl)piperidine-1-carboxylate FC(C=1C=C(C=CC1CCCCCCCCCCC)C1=NOC(=N1)[C@H]1CN(CCC1)C(=O)OC(C)(C)C)(F)F